N-[5-[(3,5-difluorophenyl)methyl]-1H-indazol-3-yl]-2-(isopropylamino)-4-piperazin-1-yl-benzamide FC=1C=C(C=C(C1)F)CC=1C=C2C(=NNC2=CC1)NC(C1=C(C=C(C=C1)N1CCNCC1)NC(C)C)=O